N-(4-((5-(4-bromophenyl)-1H-pyrazol-3-yl)amino)-3-methylphenyl)methansulfonamid BrC1=CC=C(C=C1)C1=CC(=NN1)NC1=C(C=C(C=C1)NS(=O)(=O)C)C